FC1=CC(=CC2=CN(N=C12)C1CCC(CC1)C=O)NC(=O)C1=NC(=CC=C1)C(F)(F)F N-[7-fluoro-2-(4-formylcyclohexyl)indazol-5-yl]-6-(trifluoromethyl)pyridine-2-carboxamide